2-(dimethylamino)pyrimidin CN(C1=NC=CC=N1)C